BrCC1=C(C(N2N1C(C(=C2C)C)=O)=O)C 3-(bromomethyl)-2,6,7-trimethyl-1H,5H-pyrazolo[1,2-a]pyrazole-1,5-dione